COC(=O)C1=CC2=C(SC(CN2C(C2=CC=CC=C2)=O)C)C=C1 4-benzoyl-2-methyl-3,4-dihydro-2H-benzo[b][1,4]thiazine-6-carboxylic acid methyl ester